(3-(difluoromethyl)-1-methyl-1H-indazol-6-yl)methanol FC(C1=NN(C2=CC(=CC=C12)CO)C)F